6-Methyl-ε-caprolactone CC1CCCCC(=O)O1